N-[4-chloro-2-[[(1S)-4,4-difluoro-1-[2-(methylamino)-2-oxo-acetyl]pentyl]carbamoyl]phenyl]tetrahydropyran-4-carboxamide ClC1=CC(=C(C=C1)NC(=O)C1CCOCC1)C(N[C@@H](CCC(C)(F)F)C(C(=O)NC)=O)=O